6-(4-((4-(1H-pyrazol-4-yl)phenyl)amino)pyrimidin-2-yl)-N-ethyl-N-(2-hydroxy-ethyl)-1H-indole-2-carboxamide N1N=CC(=C1)C1=CC=C(C=C1)NC1=NC(=NC=C1)C1=CC=C2C=C(NC2=C1)C(=O)N(CCO)CC